Br.BrC1=CC=C(CN2C(SC3=C2CCCC3)=N)C=C1 3-(4-bromobenzyl)-4,5,6,7-tetrahydro-benzo[d]thiazol-2(3H)-imine Hydrogen Bromide